BrCCCCCCCO 7-bromoheptan-1-ol